ClC=1C=C2C=NN(C2=CC1C1CCN(CC1)C1(COC1)C)C=1C=NNC1 5-chloro-6-(1-(3-methyloxetan-3-yl)piperidin-4-yl)-1-(1H-pyrazol-4-yl)-1H-indazole